isocarbostyrile C1(=O)NC=CC2=CC=CC=C12